N1C(=CC=2C=NC=CC21)CNC(CN2C(=NC=C(C2=O)N[C@H](C)C=2C=CC1=C(OC3=C1C=CC=C3)C2)C2=C(C=CC=C2)F)=O (R)-N-((1H-pyrrolo[3,2-c]pyridin-2-yl)methyl)-2-(5-((1-(dibenzo[b,d]furan-3-yl)ethyl)amino)-2-(2-fluorophenyl)-6-oxopyrimidin-1(6H)-yl)acetamide